(3R,6S)-6-(methylsulfonamidomethyl)tetrahydro-2H-pyran-3-aminium chloride [Cl-].CS(=O)(=O)NC[C@@H]1CC[C@H](CO1)[NH3+]